potassium 2,4-dihydroxybenzoate OC1=C(C(=O)[O-])C=CC(=C1)O.[K+]